Cl.FC1(C[C@H]2CC(C[C@H]2C1)N)F (2S,3aR,6aS)-5,5-difluorohexahydro-1H-pentalen-2-amine hydrochloride